ClC=1C=CC=2N(C1)C=C(N2)CNC(=O)C=2C=1C=NNC1C=CC2 N-({6-chloroimidazo[1,2-a]pyridin-2-yl}methyl)-1H-indazole-4-carboxamide